COC1=CC=CC=2N=NN(C(C21)=O)CC(=O)N[C@@H](C)C2=CC=C(C=C2)C (S)-2-(5-methoxy-4-oxo-benzo[d][1,2,3]triazin-3(4H)-yl)-N-(1-p-tolylethyl)acetamide